2-(6-(2,4-Dioxotetrahydropyrimidin-1(2H)-yl)-1H-indol-2-yl)-N-methylacetamide O=C1N(CCC(N1)=O)C1=CC=C2C=C(NC2=C1)CC(=O)NC